CC(=O)NC[C@H]([C@H]([C@H]1[C@@H]([C@H](C[C@@](O1)(C(=O)O)OC[C@@H]2[C@@H]([C@@H]([C@H]([C@@H](O2)O[C@@H]3[C@H](O[C@H]([C@@H]([C@H]3O)NC(=O)C)O)CO)O)O)O)O)NC(=O)C)O)O The molecule is an amino trisaccharide consisting of a 9-deoxy-9-acetamido-N-acetyl-alpha-neuraminyl residue attached to the galactose residue of N-acetyllactosamine via an alpha-(2->6)-linkage. It has a role as an epitope. It is an amino trisaccharide and a glucosamine oligosaccharide.